ClC=1C=C2C(=C(C=NC2=CC1)C(C)N1C[C@@H](CC1)F)C(C)C 6-chloro-3-(1-((R)-3-fluoropyrrolidin-1-yl)ethyl)-4-isopropylquinoline